lauroylarginine C(CCCCCCCCCCC)(=O)N[C@@H](CCCNC(N)=N)C(=O)O